FC=1C(=NC(=NC1)NC=1C=NN(C1)C(C#N)(C)C)OCC1CCC(CC1)O 2-(4-((5-fluoro-4-((4-hydroxycyclohexyl)methoxy)pyrimidin-2-yl)amino)-1H-pyrazol-1-yl)-2-methylpropanenitrile